COC1=C(CNC2=NC3=C(C=CC=C3C(=N2)NN)OC)C=CC(=C1)OC N-(2,4-dimethoxybenzyl)-4-hydrazinyl-8-methoxyquinazolin-2-amine